FC1=C(C=C(C=C1)C1CN2[C@H](CO1)CN(CC2)C(=O)C2=C(C(=CC=C2)OC)Cl)C#CC [(9aS)-3-(4-fluoro-3-prop-1-ynyl-phenyl)-3,4,6,7,9,9a-hexahydro-1H-pyrazino[2,1-c][1,4]oxazin-8-yl]-(2-chloro-3-methoxy-phenyl)methanone